(tert-Butoxycarbonyl)(3-chloro-4-iodopyridin-2-yl)carbamic acid tert-butyl ester C(C)(C)(C)OC(N(C1=NC=CC(=C1Cl)I)C(=O)OC(C)(C)C)=O